(biphenyl-2-yl)-(biphenyl-4-yl)-{4-(7,7-dimethyl-7H-12-oxa-indeno[1,2-a]fluoren-5-yl)-phenyl}-amine C1(=C(C=CC=C1)N(C1=CC=C(C=C1)C1=CC2=C(C=3OC=4C=CC=CC4C13)C1=CC=CC=C1C2(C)C)C2=CC=C(C=C2)C2=CC=CC=C2)C2=CC=CC=C2